N-(4-(3-decylisoxazol-5-yl)-1-hydroxy-2-(hydroxymethyl)butan-2-yl)acetamide C(CCCCCCCCC)C1=NOC(=C1)CCC(CO)(CO)NC(C)=O